6-chloro-N-((6-cyclopropyl-8-(2-methoxypyridin-3-yl)imidazo[1,2-a]pyridin-2-yl)methyl)pyrimidin-4-amine ClC1=CC(=NC=N1)NCC=1N=C2N(C=C(C=C2C=2C(=NC=CC2)OC)C2CC2)C1